C(C)(=O)O[C@@H]1[C@@H]([C@H](O[C@H]1N1C2=NC(=NC=C2N(C1=O)CC(=O)NO)N)COC(C)=O)F ((2R,3R,4S,5R)-4-acetoxy-5-(2-amino-7-(2-(hydroxyamino)-2-oxoethyl)-8-oxo-7,8-dihydro-9H-purin-9-yl)-3-fluorotetrahydrofuran-2-yl)methylacetat